difluoromethyl-indolylmethanol FC(F)C(O)C=1NC2=CC=CC=C2C1